5'-chloro-2'-(4-cyclohexylpiperazine-1-carbonyl)-7',8'-dihydro-6'H-spiro[cyclohexane-1,9'-furo[2,3-f]quinazoline]-7'-one ClC=1C=C2C(=C3C4(NC(NC13)=O)CCCCC4)OC(=C2)C(=O)N2CCN(CC2)C2CCCCC2